5-(2-Fluoro-2'-methoxybiphenyl-4-yl)-3,6-dihydro-2H-1,3,4-oxadiazin-2-one FC1=C(C=CC(=C1)C1=NNC(OC1)=O)C1=C(C=CC=C1)OC